NC=1C=NC=CC1SC=1N=C2C(=NC1)NC(=N2)N2CCC1(CC2)[C@@H](C2=CC=CC=C2C1)N (S)-1'-(5-((3-aminopyridin-4-yl)thio)-1H-imidazo[4,5-b]pyrazin-2-yl)-1,3-dihydrospiro[indene-2,4'-piperidin]-1-amine